tert-butyl (3-(7-fluoro-5-oxo-1-thioxo-1,2-dihydro-[1,2,4]triazolo[4,3-a]quinazolin-4(5H)-yl)propyl)carbamate FC=1C=C2C(N(C=3N(C2=CC1)C(NN3)=S)CCCNC(OC(C)(C)C)=O)=O